Bis(p-aminocyclohexyl)methan NC1CCC(CC1)CC1CCC(CC1)N